(S)-2-amino-6-(2-methoxy-4-(piperazine-1-carbonyl)benzyl)-4-(pentan-2-ylamino)pyrimidine NC1=NC(=CC(=N1)N[C@@H](C)CCC)CC1=C(C=C(C=C1)C(=O)N1CCNCC1)OC